N-(4-((3-ethynylbenzyl)oxy)-3-fluorophenyl)acrylamide C(#C)C=1C=C(COC2=C(C=C(C=C2)NC(C=C)=O)F)C=CC1